ethyl 2-(3-chloro-4-methyl-6,7-dihydro-5H-pyrido[2,3-c]pyridazin-8-yl)-5-[3-(2-fluoro-4-iodo phenoxy)propyl]thiazole-4-carboxylate ClC1=C(C2=C(N=N1)N(CCC2)C=2SC(=C(N2)C(=O)OCC)CCCOC2=C(C=C(C=C2)I)F)C